C(=O)(O)C=1C=C(C=C(C1)C(=O)O)C1=C(C(=O)O)C=CC(=C1)C1=CC(=CC(=C1)C(=O)O)C(=O)O 2,4-bis(3',5'-dicarboxyphenyl)benzoic acid